2-Bromo-4-(trifluoromethyl)benzoic acid BrC1=C(C(=O)O)C=CC(=C1)C(F)(F)F